[Si](C)(C)(C(C)(C)C)OC[C@@H]1[C@H]([C@H]([C@@H](O1)N1CNCC(=C1)C)F)OC(C1=CC=CC=C1)(C1=CC=CC=C1)C1=CC=C(C=C1)OC 1-[(2R,3R,4R,5R)-5-{[(tert-butyldimethylsilyl)oxy]methyl}-3-fluoro-4-[(4-methoxyphenyl)diphenylmethoxy]oxolan-2-yl]-5-methyl-3H-pyrimidine